ClC1=C2N=CN(C2=NC=N1)[C@@H]1O[C@@H]([C@@H]2[C@H]1OC(O2)(C)C)CO ((3aR,4R,6R,6aR)-6-(6-chloro-9H-purin-9-yl)-2,2-dimethyltetrahydrofuro[3,4-d][1,3]dioxol-4-yl)methanol